2'-((3-(((3S,4R)-4-fluorotetrahydrofuran-3-yl)oxy)-1H-pyrazol-4-yl)amino)-7'-((1R,3R)-3-hydroxycyclohexyl)spiro[cyclopropane-1,5'-pyrrolo[2,3-d]pyrimidin]-6'(7'H)-one F[C@H]1[C@H](COC1)OC1=NNC=C1NC=1N=CC2=C(N1)N(C(C21CC1)=O)[C@H]1C[C@@H](CCC1)O